6'-Fluoro-N-(5-fluoro-2-methyl-3-(4,4,5,5-tetramethyl-1,3,2-dioxaborolan-2-yl)phenyl)-2',3'-dihydrospiro[cyclopropane-1,1'-indene]-5'-carboxamide FC1=C(C=C2CCC3(C2=C1)CC3)C(=O)NC3=C(C(=CC(=C3)F)B3OC(C(O3)(C)C)(C)C)C